[Si](C1=CC=CC=C1)(C1=CC=CC=C1)(C(C)(C)C)OC[C@@]12[C@@H]([C@H]([C@@H]3OC(O[C@@H]31)(C)C)N3C1=NC(=NC(=C1N=C3)Cl)Cl)C2 9-((3aR,3bR,4aS,5R,5aS)-3b-(((tert-Butyldiphenylsilyl)oxy)methyl)-2,2-dimethylhexahydrocyclopropa[3,4]cyclopenta[1,2-d][1,3]dioxol-5-yl)-2,6-dichloro-9H-purine